2-fluoro-6-[(2-fluorobenzyl)amino]-9-(oxetan-2-yl)-9H-purine FC1=NC(=C2N=CN(C2=N1)C1OCC1)NCC1=C(C=CC=C1)F